C1(=CC=CC=C1)C(C(CN1CCOCC1)C(CCCCCCCCCCCCCCC)=O)(O)N 1-phenyl-2-palmitoyl-amino-3-morpholino-1-propanol